C(CCCCCCCCCCCCCCC)C1(C2=C(SC=C2)C=2SC(=CC21)C=2C=1C(C=C3N=C(C(=NC23)C=2SC=CC2)C=2SC=CC2)=NSN1)CCCCCCCCCCCCCCCC 4-(4,4-dihexadecyl-4H-cyclopenta[2,1-b:3,4-b']dithiophen-2-yl)-6,7-di(thiophen-2-yl)-[1,2,5]thiadiazolo[3,4-g]quinoxaline